NC=1C2=C(N=CN1)NC(=C2C2=NC=CC=N2)C2=CCC1(CCN(CC1)C(C=C)=O)CC2 1-(9-(4-amino-5-(pyrimidin-2-yl)-7H-pyrrolo[2,3-d]pyrimidin-6-yl)-3-azaspiro-[5.5]undec-8-en-3-yl)prop-2-en-1-one